COC(C1=C(C(=CC(=C1)F)Br)C)=O 3-bromo-5-fluoro-2-methylbenzoic acid methyl ester